C(C)(C)(C)C(C(=O)O)C(O)(C(=O)O)CC(=O)O.CN1N=CC=C1C1CCN(CC1)C1CC2(C1)CN(CC2)C(=O)O cis-2-(4-(1-methyl-1H-pyrazol-5-yl)piperidin-1-yl)-6-azaspiro[3.4]octane-6-carboxylic acid tert-butyl-citrate